4-((methylamino)methyl)tetrahydro-2H-pyran-4-carboxylic acid hydrobromide salt Br.CNCC1(CCOCC1)C(=O)O